C(C)(C)(C)NS(=O)(=O)C1=NC(=CC=C1N[C@H](C)C=1C=C(C=C2C(C(=C(OC12)C1=CN(C(C=C1)=O)C(C)C)C)=O)C)Cl N-tert-Butyl-6-chloro-3-[[(1R)-1-[2-(1-isopropyl-6-oxo-3-pyridyl)-3,6-dimethyl-4-oxo-chromen-8-yl]ethyl]amino]-pyridine-2-sulfonamide